ClC=1C=C2C(=NN1)NC[C@@H]1N2CCN(C1)C(=O)OC(C)(C)C Tert-butyl (S)-2-chloro-5,6,6a,7,9,10-hexahydro-8H-pyrazino[1',2':4,5]pyrazino[2,3-c]pyridazine-8-carboxylate